methyl 2-(3-(2-(4-(3-amino-6-(2-hydroxyphenyl) pyridazin-4-yl) phenoxy) ethoxy) isoxazol-5-yl)-3-methylbutanoate NC=1N=NC(=CC1C1=CC=C(OCCOC2=NOC(=C2)C(C(=O)OC)C(C)C)C=C1)C1=C(C=CC=C1)O